OC1=CC=C(C=C1)[C@@H]1OC=2C=CC(=CC2[C@H]2[C@@H]1C[C@@H](C2)C(F)(F)F)O (2R,3aS,4R,9bR)-4-(4-Hydroxy-phenyl)-2-trifluoromethyl-1,2,3,3a,4,9b-hexahydro-cyclopenta[c]chromen-8-ol